2-((2R,4S)-1-(3-(1-((1H-pyrazol-4-yl)methyl)-1H-1,2,3-triazol-4-yl)imidazo[1,2-b]pyridazin-6-yl)-4-fluoropyrrolidin-2-yl)-4-fluorophenol N1N=CC(=C1)CN1N=NC(=C1)C1=CN=C2N1N=C(C=C2)N2[C@H](C[C@@H](C2)F)C2=C(C=CC(=C2)F)O